FC(C(=O)NNC(C1=CC(=C(C=C1)CN1C(N(C(C1(C)C)=O)C1=CC=CC=C1)=O)F)=O)F N'-(2,2-difluoroacetyl)-4-((5,5-dimethyl-2,4-dioxo-3-phenylimidazolin-1-yl)methyl)-3-fluorobenzoyl-hydrazine